1-{4-[4-({3-methyl-4-[(3R)-oxan-3-yloxy]phenyl}amino)pyrido[3,2-d]pyrimidin-6-yl]piperazin-1-yl}but-2-yn-1-one CC=1C=C(C=CC1O[C@H]1COCCC1)NC=1C2=C(N=CN1)C=CC(=N2)N2CCN(CC2)C(C#CC)=O